C1(CC1)CC=1C=CC(=C(C1)[C@@H](C(=O)O)N1C[C@@H](CC1)OCCCCCC1=NC=2NCCCC2C=C1)COC (S)-2-(5-(cyclopropylmethyl)-2-(methoxymethyl)phenyl)-2-((R)-3-((5-(5,6,7,8-tetrahydro-1,8-naphthyridin-2-yl)pentyl)oxy)pyrrolidin-1-yl)acetic acid